N-[5-[1-(5-cyano-1,3-thiazol-2-yl)-3,6-dihydro-2H-pyridin-5-yl]-4-fluoro-2-[rac-(3R,5S)-3,4,5-trimethylpiperazin-1-yl]phenyl]-4-(difluoromethyl)-6-oxo-1H-pyridine-3-carboxamide C(#N)C1=CN=C(S1)N1CCC=C(C1)C=1C(=CC(=C(C1)NC(=O)C1=CNC(C=C1C(F)F)=O)N1C[C@H](N([C@H](C1)C)C)C)F |r|